1,3-Bis(aminomethyl)-4,5-dimethoxycyclohexan NCC1CC(C(C(C1)OC)OC)CN